N1(C=NC=C1)C1=NC(=CC(=C1)NCC=1N=NN(C1)C1=CC=C(C=C1)OC1=CC=CC=C1)C(F)(F)F 2-(1H-Imidazol-1-yl)-N-((1-(4-phenoxyphenyl)-1H-1,2,3-triazol-4-yl)methyl)-6-(trifluoromethyl)pyridin-4-amine